methyl 2-pyridinesulfinate N1=C(C=CC=C1)S(=O)OC